[2H]C([2H])([2H])OC=O Methyl-d3 formate